FC=1C=C(NC=2SC(=C(N2)C(=O)NC2CCC23CCCC3)C)C=C(C1)F 2-(3,5-difluoroanilino)-5-methyl-N-spiro[3.4]octan-3-yl-thiazole-4-carboxamide